2-azido-2-fluoro-1,2-diphenylethan-1-one N(=[N+]=[N-])C(C(=O)C1=CC=CC=C1)(C1=CC=CC=C1)F